5-(1-(2,2-difluoroethyl)-2-methyl-1H-imidazo[4,5-b]pyridin-6-yl)-N-(2-oxaspiro[3.5]nonan-7-yl)-7H-pyrrolo[2,3-d]pyrimidin-2-amine FC(CN1C(=NC2=NC=C(C=C21)C2=CNC=1N=C(N=CC12)NC1CCC2(COC2)CC1)C)F